C(C)(C)(C)C1=NC(=NC=C1)C=1NC2=CC=C(C=C2C1)S(=O)(=O)C(C(=O)O)(C)C 2-((2-(4-(tert-Butyl)pyrimidin-2-yl)-1H-indol-5-yl)sulfonyl)-2-methylpropanoic acid